C1(CC1)C=1C=NC(=NC1)N1CCC(=CC1)C(=O)NO[C@H](C)C1=CNC(C(=C1)C(F)(F)F)=O (R)-1-(5-cyclopropylpyrimidin-2-yl)-N-(1-(6-oxo-5-(trifluoromethyl)-1,6-dihydropyridin-3-yl)ethoxy)-1,2,3,6-tetrahydropyridine-4-carboxamide